Cl.C(C)OC1=NC(=NC=C1C(=O)NC=1C=C(C=2N(C1)C=C(N2)C)F)N2CC(NCC2)C ethoxy-N-(8-fluoro-2-methylimidazo[1,2-a]pyridin-6-yl)-2-(3-methylpiperazin-1-yl)pyrimidine-5-carboxamide hydrochloride